N-[(1S)-1-[[(1S)-1-(4,6-difluoro-1H-benzimidazol-2-yl)ethyl]carbamoyl]-3-[(2S)-2-ethyl-1-piperidyl]-3-oxo-propyl]-4-methyl-pentanamide FC1=CC(=CC=2NC(=NC21)[C@H](C)NC(=O)[C@H](CC(=O)N2[C@H](CCCC2)CC)NC(CCC(C)C)=O)F